C(#N)C=1C(=C(C=CC1)C(C(C)C)N(C(CN1C(C2=CC=CC=C2C1=O)=O)=O)C1CC1)F N-(1-(3-cyano-2-fluorophenyl)-2-methylpropyl)-N-cyclopropyl-2-(1,3-dioxoisoindolin-2-yl)acetamide